ethyl 2-(3-bromo-5-chloro-4-(2-fluoro-4-hydroxy-3-isopropylbenzyl)phenoxy)acetate BrC=1C=C(OCC(=O)OCC)C=C(C1CC1=C(C(=C(C=C1)O)C(C)C)F)Cl